CN1C=C(C2=CC=CC=C12)C=1C(N(C(C1C1=CN(C2=CC=CC=C12)C1CCNCC1)=O)COP(O)(O)=O)=O [3-(1-methylindol-3-yl)-2,5-dioxo-4-[1-(piperidin-4-yl)indol-3-yl]pyrrol-1-yl]methoxyphosphonic acid